N-isopropyl-N'-4-methylphenyl-2-methyl-1,4-phenylenediamine C(C)(C)NC1=C(C=C(C=C1)NC1=CC=C(C=C1)C)C